N-((3-methoxythiophen-2-yl)methyl)-2-(9-(pyridin-2-yl)-2,6-dioxaspiro[4.5]decan-9-yl)ethylamine COC1=C(SC=C1)CNCCC1(CCOC2(CCOC2)C1)C1=NC=CC=C1